1,5-dimethyl-2,6-dihydroxy-9,10-anthraquinone CC1=C(C=CC=2C(C3=C(C(=CC=C3C(C12)=O)O)C)=O)O